ClC1=C(C=C(C=C1)N1N=CN=C1CN1C(N(CCC1)CC1=NC=NN1C1=CC(=C(C=C1)Cl)F)=O)F 1,3-bis({[1-(4-chloro-3-fluorophenyl)-1H-1,2,4-triazol-5-yl]methyl})-1,3-diazinan-2-one